C(C)C1C(CCCC1)=O 2-ETHYLCYCLOHEXAN-1-ONE